2-(dimethoxymethylsilyl)ethylsuccinic anhydride COC(OC)[SiH2]CCC1C(=O)OC(C1)=O